BrC=1C(=C(C=CC1)CC(=O)N)C(C1=C(C=CC=C1F)F)=O [3-bromo-2-(2,6-difluorobenzoyl)phenyl]acetamide